ClC=1C=C2N(N=C(C(=C2)C2=NOC[C@H](N2)CC2=C(C=C(C=C2)C)C)OC2=CC(=CC=C2)C2CC2)C1 |r| (5RS)-3-[6-chloro-2-(3-cyclopropylphenoxy)pyrrolo[1,2-b]pyridazin-3-yl]-5-[(2,4-dimethylphenyl)methyl]-5,6-dihydro-4H-1,2,4-oxadiazine